N-(trans-4-Methoxycyclohexyl)-5-(pyrazolo[1,5-a]pyridin-5-yl)-7H-pyrrolo[2,3-d]pyrimidin-2-amine CO[C@@H]1CC[C@H](CC1)NC=1N=CC2=C(N1)NC=C2C2=CC=1N(C=C2)N=CC1